1-(4-(butylsulfanyl)-2,5-dimethoxyphenyl)butan-2-amine C(CCC)SC1=CC(=C(C=C1OC)CC(CC)N)OC